C(C)(C)(C)OC(=O)N1CC(NCC1)(C)C.C1(CC1)C(C(F)(F)F)OC1=CC=C(C=N1)C=1N=CC=2N(C1)C(=NN2)C(F)(F)OCC 6-(6-(1-cyclopropyl-2,2,2-trifluoroethoxy)pyridin-3-yl)-3-(ethoxydifluoromethyl)-[1,2,4]triazolo[4,3-a]pyrazine tert-butyl-3,3-dimethylpiperazine-1-carboxylate